[Sc].[Sc] scandium, scandium salt